(R)-N-(3,3-difluoropropyl)-N-(5-(5,6,7,8-tetrahydro-1,8-naphthyridin-2-yl)pentyl)pyrrolidin-3-amine FC(CCN([C@H]1CNCC1)CCCCCC1=NC=2NCCCC2C=C1)F